CS(=O)(=O)OCCCN1CCC(CC1)C=1C=C2C(C=3N(C=4C=CC=C(C4C(N3)=O)Cl)C2=CC1)(C)C 3-(4-(4-chloro-7,7-dimethyl-5-oxo-5,7-dihydroindolo[1,2-a]quinazolin-9-yl)piperidin-1-yl)propyl methanesulfonate